4-hydroxybenzene-1,2-dicarboxylic acid OC=1C=C(C(=CC1)C(=O)O)C(=O)O